S(=O)(=O)(O)O.N1=CN=C2NC=NC2=C1N1C[C@@H](CCC1)NC(C=C)=O (R)-N-(1-(9H-purin-6-yl)piperidin-3-yl)acrylamide sulfate